tert-butyl (R)-3-(3-(6-morpholinopyridin-3-yl)-1,2,4-oxadiazol-5-yl)pyrrolidine-1-carboxylate O1CCN(CC1)C1=CC=C(C=N1)C1=NOC(=N1)[C@H]1CN(CC1)C(=O)OC(C)(C)C